FC=1C=C(C=CC1)NS(=O)(=O)N1CCSCC1 N-(3-fluorophenyl)thiomorpholine-4-sulfonamide